FC(OC1CCC(CC1)NC(CN1C=NC2=C(C1=O)N(N=C2NC2=CC=C(C=C2)C(F)(F)F)C)=O)F N-((1r,4r)-4-(difluoromethoxy)cyclohexyl)-2-(1-methyl-7-oxo-3-((4-(trifluoromethyl)phenyl)amino)-1,7-dihydro-6H-pyrazolo[4,3-d]pyrimidin-6-yl)acetamide